CN1N=CC2=CC=C(C=C12)C=O 1-METHYL-1H-INDAZOLE-6-CARBALDEHYDE